N-(4-(4-(((3,4-dihydro-2H-pyrano[2,3-c]pyridin-6-yl)methyl)amino)piperidin-1-yl)phenyl)-2-(1,5-dimethyl-3-phenyl-1H-pyrrol-2-yl)-2-oxoacetamide O1CCCC=2C1=CN=C(C2)CNC2CCN(CC2)C2=CC=C(C=C2)NC(C(=O)C=2N(C(=CC2C2=CC=CC=C2)C)C)=O